CSC=1N=CC2=C(N1)N(C(=C2)C#N)[C@H]2COC[C@H]2C 2-methylsulfanyl-7-[(3R,4S)-4-methyltetrahydrofuran-3-yl]pyrrolo[2,3-d]pyrimidine-6-carbonitrile